guanidine hydrochloride copper acetate C(C)(=O)[O-].[Cu+2].Cl.NC(=N)N.C(C)(=O)[O-]